C(C)OC(=O)C=1C=NN(C1N)C(C)(C)C 5-amino-1-tert-butylpyrazole-4-carboxylic acid ethyl ester